NC1(CCN(CC1)C=1N=C2C(=NC1)N=C(C=C2)SC2=C(C(=NC=C2)N)Cl)CCOC 4-((2-(4-amino-4-(2-methoxyethyl)piperidin-1-yl)pyrido[2,3-b]pyrazin-6-yl)thio)-3-chloropyridin-2-amine